ClC1=C(C=CC=C1)CC(=O)NC1=CC(=C(OC2=CC=C(C(=O)OC)C=C2)C=C1)S(N)(=O)=O Methyl 4-(4-[(2-chlorophenyl)acetyl]amino-2-sulfamoylphenoxy)benzoate